COC1=CC=C2C(=NC=NC2=C1)NCC1=CC=C(C=C1)S(=O)(=O)N 4-(((7-methoxyquinazolin-4-yl)amino)methyl)benzenesulfonamide